1-(1-(2,3-dihydrobenzo[b][1,4]dioxin-6-yl)ethyl)piperazine hydrochloride Cl.O1C2=C(OCC1)C=C(C=C2)C(C)N2CCNCC2